2-(dimethylamino)phenylboronic acid CN(C1=C(C=CC=C1)B(O)O)C